2-(1-(7,7-difluoro-2-((2R,3R)-3-fluoro-2-methylazetidin-1-yl)-6,7-dihydro-5H-cyclopenta[d]pyrimidin-4-yl)azetidin-3-yl)acetic acid FC1(CCC2=C1N=C(N=C2N2CC(C2)CC(=O)O)N2[C@@H]([C@@H](C2)F)C)F